[N].O(C)[P] methoxyl-phosphorus nitrogen